3-(((2-cyanoethoxy)(diisopropylamino)phosphanyl)oxy)propane-1,2-diyl distearate C(CCCCCCCCCCCCCCCCC)(=O)OCC(COP(N(C(C)C)C(C)C)OCCC#N)OC(CCCCCCCCCCCCCCCCC)=O